ethyl 2-[(6-bromopyridin-2-yl)(hydroxy)methyl]prop-2-enoate BrC1=CC=CC(=N1)C(C(C(=O)OCC)=C)O